1,3-thiazinane S1CNCCC1